2-((2R,3S,4S,5R)-3-(3,4-difluoro-2-methoxyphenyl)-4,5-dimethyl-5-(trifluoromethyl)tetrahydrofuran-2-yl)-1,6-naphthyridin-4(1H)-one FC=1C(=C(C=CC1F)[C@H]1[C@@H](O[C@]([C@H]1C)(C(F)(F)F)C)C=1NC2=CC=NC=C2C(C1)=O)OC